5-Amino-1H-Benzotriazol NC1=CC2=C(NN=N2)C=C1